5-(3-(difluoromethoxy)-4-fluorophenyl)-2-fluoronicotinaldehyde FC(OC=1C=C(C=CC1F)C=1C=NC(=C(C=O)C1)F)F